C(C)C=1N(C(C2=C(N1)CCNC2)=O)CC2=NOC(=C2)C2=C(C#N)C=C(C(=C2)OC)F 2-(3-((2-ethyl-4-oxo-5,6,7,8-tetrahydropyrido[4,3-d]pyrimidin-3(4H)-yl)methyl)isoxazol-5-yl)-5-fluoro-4-methoxybenzonitrile